CN([C@H]1C[C@@H](CC1)NC1=NC=C2C(=N1)N(C(N(C2)C2=CC(=C(C=C2)NS(=O)(=O)CC2=CC=C(C=C2)F)F)=O)C(C)C)C N-(4-(7-(((1R,3R)-3-(dimethylamino)cyclopentyl)amino)-1-isopropyl-2-oxo-1,4-dihydropyrimido[4,5-d]pyrimidin-3(2H)-yl)-2-fluorophenyl)-1-(4-fluorophenyl)methanesulfonamide